N-[(6-Amino-2-pyridyl)sulfonyl]-6-(3-fluoro-5-isobutoxyphenyl)-2-[(2R)-2-methylpyrrolidin-1-yl]pyridin-3-carboxamid NC1=CC=CC(=N1)S(=O)(=O)NC(=O)C=1C(=NC(=CC1)C1=CC(=CC(=C1)OCC(C)C)F)N1[C@@H](CCC1)C